tert-Butyl 2-((dimethylamino)methyl)-5,7-dihydro-6H-pyrrolo[3,4-b]pyridine-6-carboxylate CN(C)CC1=CC=C2C(=N1)CN(C2)C(=O)OC(C)(C)C